5-{3-[(S)-(1,3-Dimethyl-azetidin-3-yl)-hydroxy-(4-trifluoromethoxy-phenyl)-methyl]-phenyl}-[1,2,4]oxadiazole-3-carboxylic acid cyclohexylmethyl-amide C1(CCCCC1)CNC(=O)C1=NOC(=N1)C1=CC(=CC=C1)[C@](C1=CC=C(C=C1)OC(F)(F)F)(O)C1(CN(C1)C)C